di(oxetan-3-yl)methylethoxysilane O1CC(C1)C(C1COC1)[SiH2]OCC